8-butyl-3,4-dimethylpyrimidino[4',5':4,5]thieno[2,3-c]pyridazine C(CCC)C1=NC=NC2=C1SC=1N=NC(=C(C12)C)C